ClC1=C(C=CC=C1)N1C=NC=C1C(=O)NC=1SC(=NN1)OCC1=NC=C(C=C1)Cl 3-(2-chlorophenyl)-N-[5-[(5-chloropyridin-2-yl)methoxy]-1,3,4-thiadiazol-2-yl]imidazole-4-carboxamide